(2R)-1,2-bis(nitrosooxy)propane N(=O)OC[C@@H](C)ON=O